1-(1-((2R,3S,4R,5R)-3-fluoro-4-hydroxy-5-(hydroxymethyl)tetrahydrofuran-2-yl)-1H-imidazol-4-yl)guanidine F[C@@H]1[C@@H](O[C@@H]([C@H]1O)CO)N1C=NC(=C1)NC(=N)N